(3-methylimidazo[1,2-b]pyridazin-6-yl)-N-(3-(4-methylpiperazin-1-yl)phenyl)-7H-pyrrolo[2,3-d]pyrimidin-2-amine CC1=CN=C2N1N=C(C=C2)C=2C1=C(N=C(N2)NC2=CC(=CC=C2)N2CCN(CC2)C)NC=C1